P1(=O)(OC2=C(C=C(C=C2C(C)(C)C)C(C)(C)C)CCC2=C(C(=CC(=C2)C(C)(C)C)C(C)(C)C)O1)[O-].[K+] potassium 2,2'-ethylene-bis(4,6-di-t-butylphenyl) phosphate